(4S,5R)-5-((R)-5H-imidazo[5,1-a]isoindol-5-yl)-2-methyl-4,5,6,7-tetrahydro-2H-indazol-4-ol C=1N=CN2C1C1=CC=CC=C1[C@H]2[C@@H]2[C@@H](C1=CN(N=C1CC2)C)O